5-[2-cyclopropyl-5-(morpholin-4-yl)-[1,2,4]triazolo[1,5-a]pyridin-7-yl]-2-fluoro-4-methylbenzamide C1(CC1)C1=NN2C(C=C(C=C2N2CCOCC2)C=2C(=CC(=C(C(=O)N)C2)F)C)=N1